(10-(3,4-dimethylphenyl)decyl)triphenyl-phosphonium bromide [Br-].CC=1C=C(C=CC1C)CCCCCCCCCC[P+](C1=CC=CC=C1)(C1=CC=CC=C1)C1=CC=CC=C1